tert-butyl 2-(2-(2-fluoropyridin-4-yl)-6-isopropyl-4-(methoxy-methyl)phenyl)acetate FC1=NC=CC(=C1)C1=C(C(=CC(=C1)COC)C(C)C)CC(=O)OC(C)(C)C